4-[2-methoxy-3-(1-methyl-1,2,4-triazol-3-yl)anilino]-N-(trideuteriomethyl)pyridazine-3-carboxamide COC1=C(NC2=C(N=NC=C2)C(=O)NC([2H])([2H])[2H])C=CC=C1C1=NN(C=N1)C